C(C)OC(=O)C1CCN(CC1)C=1N=C(C2=C(N1)NC=C2)NC2=CC(=NN2)C 1-(4-((3-methyl-1H-pyrazol-5-yl)amino)-7H-pyrrolo[2,3-d]pyrimidin-2-yl)piperidine-4-carboxylic acid ethyl ester